(1-methylcyclobutyl)-(piperazin-1-yl)methanone TFA salt OC(=O)C(F)(F)F.CC1(CCC1)C(=O)N1CCNCC1